C(C)OC(CCCC1(C(=NNC1=O)C)NO)=O 4-[4-(hydroxyamino)-3-methyl-5-oxo-4,5-dihydro-1H-pyrazol-4-yl]butanoic acid ethyl ester